C(#N)C(C(=O)OCC)=NOC1(N(CCOC1)C=CC(=O)Cl)N(C)C (1-cyano-2-ethoxy-2-oxoethylideneaminooxy)dimethylamino-morpholineACRYLIC ACID chloride